4-bromo-1-methyl-5-(3-((methylthio)methyl)phenyl)pyridin-2(1H)-one BrC1=CC(N(C=C1C1=CC(=CC=C1)CSC)C)=O